COC1=CC=CC(=N1)C#N 6-methoxycyanopyridine